2-[6-[4-(trifluoromethyl)thiazol-2-yl]oxy-2-azaspiro[3.3]heptane-2-carbonyl]-2,5-diazaspiro[3.4]octan-6-one FC(C=1N=C(SC1)OC1CC2(CN(C2)C(=O)N2CC3(C2)NC(CC3)=O)C1)(F)F